O[C@H]1CCCCCC=2C=C(C=C(C2C(O[C@H](CCC1)C)=O)O)O (7S,11S)-7,15,17-trihydroxy-11-methyl-12-oxabicyclo[12.4.0]octadeca-1(14),15,17-trien-13-one